3-(4-(trifluoromethyl)phenyl)-5,6-dihydropyridine-1(2H)-carboxylic acid tert-butyl ester C(C)(C)(C)OC(=O)N1CC(=CCC1)C1=CC=C(C=C1)C(F)(F)F